BrC1=CC=C2C(=N1)N(C(N2CC=2OC(=NN2)C)=O)C bromo-3-methyl-1-((5-methyl-1,3,4-oxadiazol-2-yl)methyl)-1,3-dihydro-2H-imidazo[4,5-B]pyridin-2-one